FC=1C=C(C=C(C1)F)C1=CC(=CC=C1)[C@@H]1N(OCC1)C1=CC(=NC=N1)NC=1C(=CC(=C(C1)NC(C=C)=O)N1CCN(CC1)C)OC (R)-N-(5-((6-(3-(3',5'-difluoro-[1,1'-biphenyl]-3-yl)isoxazolidin-2-yl)pyrimidin-4-yl)-amino)-4-methoxy-2-(4-methylpiperazin-1-yl)phenyl)-acrylamide